1-(2-chloro-7-(1-(methoxymethyl)cyclopropyl)pyrazolo[1,5-a]pyrimidin-6-yl)-3-(5-cyanopyridin-3-yl)urea ClC1=NN2C(N=CC(=C2C2(CC2)COC)NC(=O)NC=2C=NC=C(C2)C#N)=C1